2-(4-(4-(6-methoxy-4-oxo-4H-chromen-2-yl)phenoxy)phenyl)acetamide COC=1C=C2C(C=C(OC2=CC1)C1=CC=C(OC2=CC=C(C=C2)CC(=O)N)C=C1)=O